(4-(3-((4-cyano-2-fluorobenzene oxy)methyl)phenoxy)piperidin-1-yl)-1-((1-isopropyl-1H-imidazol-5-yl)methyl)-1H-benzo[d]imidazol-6-carboxylate C(#N)C1=CC(=C(C=C1)OCC=1C=C(OC2CCN(CC2)C2=NC3=C(N2CC2=CN=CN2C(C)C)C=C(C=C3)C(=O)[O-])C=CC1)F